butyl 1-((S)-(3-fluoropyridin-4-yl)(hydroxy)methyl)-4-methyl-7-azabicyclo[2.2.1]heptane-7-carboxylate FC=1C=NC=CC1[C@@H](C12CCC(CC1)(N2C(=O)OCCCC)C)O